N-(2,6-Difluorobenzyl)-6-(3-(4,4-dimethyl-4,5-dihydrooxazol-2-yl)-5-(trifluoromethyl)-1H-pyrazol-1-yl)pyridin-3-amine FC1=C(CNC=2C=NC(=CC2)N2N=C(C=C2C(F)(F)F)C=2OCC(N2)(C)C)C(=CC=C1)F